4-(cyclohexyldithio)-4-methylpentan-2-one C1(CCCCC1)SSC(CC(C)=O)(C)C